2-(4-cyclopropyl-6-methoxypyrimidin-5-yl)-N-(4-(1-isopropyl-4-(trifluoromethyl)-1H-imidazol-2-yl)benzyl)-7H-purin-6-amine C1(CC1)C1=NC=NC(=C1C1=NC(=C2NC=NC2=N1)NCC1=CC=C(C=C1)C=1N(C=C(N1)C(F)(F)F)C(C)C)OC